2,3,5-tricarboxy-2-cyclopentaneacetic acid C(=O)(O)C1(CC(CC1C(=O)O)C(=O)O)CC(=O)O